3-[3-cyclopropyl-4-[6-(difluoromethyl)-5-fluoro-2-pyridinyl]pyrazol-1-yl]cyclobutanecarbaldehyde C1(CC1)C1=NN(C=C1C1=NC(=C(C=C1)F)C(F)F)C1CC(C1)C=O